ClC=1C(=NC(=NC1)NC1=C(C=C(C=C1)N1CCNCC1)OC)NC1=C(C=CC=C1)P(C)(C)=O (2-((5-chloro-2-((2-methoxyl-4-(piperazin-1-yl)phenyl)amino)pyrimidine-4-yl)amino)phenyl)dimethylphosphine oxide